Piperidine-3-carboxylic acid hydrochloride Cl.N1CC(CCC1)C(=O)O